C(CCCCCCC)C1CC(CN(C1)C(=O)OC(C)(C)C)C(=O)OCC tert-butyl O3-ethyl 5-octylpiperidine-1,3-dicarboxylate